C1(=CC=C(C=C1)CC12C3(C(C(C=C1)C2)C(NC3=O)=O)CC=C)CC32C1(C(C(C=C3)C2)C(NC1=O)=O)CC=C p-xylylene-bis(allylbicyclo[2.2.1]hept-5-ene-2,3-dicarboximide)